COC(=O)[C@H]1NC(C2=NC3=CC=CC=C3C2C1)(CO)CO (3S)-1,1-dihydroxymethyl-tetrahydro-beta-carboline-3-carboxylic acid methyl ester